BrC1=C(N)C=CC(=C1)S(F)(F)(F)(F)F 2-bromo-4-(pentafluoro-λ6-sulfaneyl)aniline